(S)-5-benzyl-N-(5-methyl-4-oxo-7-(7-oxa-2-azaspiro[3.5]nonan-2-yl)-2,3,4,5-tetrahydrobenzo[b][1,4]oxazepin-3-yl)isoxazole-3-carboxamide C(C1=CC=CC=C1)C1=CC(=NO1)C(=O)N[C@@H]1C(N(C2=C(OC1)C=CC(=C2)N2CC1(C2)CCOCC1)C)=O